5-methyl-3-phenyl-2-(2,2,2-trifluoroethyl)benzofuran CC=1C=CC2=C(C(=C(O2)CC(F)(F)F)C2=CC=CC=C2)C1